C1(NCC2=CC=CC=C12)C(C(=O)O)(CC)C1=CC=CC=C1 isoindolinylphenyl-butyric acid